(3-hydroxypropyl)-1H-1,5-benzodiazepine-2,4(3H,5H)-dione OCCCN1C(CC(NC2=C1C=CC=C2)=O)=O